C[C@@H](C(=O)O)O (+)-Lactic acid